ClC1=CC=C2C=C(C=NC2=C1)C(=O)NC1CCC(NC1)C(=O)O 5-(7-chloroquinoline-3-amido)piperidine-2-carboxylic acid